CC1=C(OC2=C(C=C(C=C2C1=O)C)[C@@H](C)NC1=C(C(=O)O)C=C(C=C1)F)C1=CC2=CN(N=C2C=C1)C 2-[[(1R)-1-[3,6-Dimethyl-2-(2-methylindazol-5-yl)-4-oxo-chromen-8-yl]ethyl]amino]-5-fluoro-benzoic acid